N-((1r,3r)-3-((4-methoxy-5-(1-methyl-1H-benzo[d][1,2,3]triazol-6-yl)pyrrolo[2,1-f][1,2,4]triazin-2-yl)amino)-1-methylcyclobutyl)propanamide COC1=NC(=NN2C1=C(C=C2)C=2C=CC1=C(N(N=N1)C)C2)NC2CC(C2)(C)NC(CC)=O